5-(2'-amino-5-chloro-2,4'-difluoro-[1,1'-biphenyl]-4-carboxamido)-3-chloro-N-(cyclobutylmethyl)picolinamide NC1=C(C=CC(=C1)F)C1=C(C=C(C(=C1)Cl)C(=O)NC=1C=C(C(=NC1)C(=O)NCC1CCC1)Cl)F